CC1CC2=C(NC3=CC=CC=C23)CN1 3-methyl-1,3,4,9-tetrahydropyrido[3,4-b]indole